tert-butyl (2-((methylthio)methyl)-6-(trifluoromethyl)pyridin-4-yl)carbamate CSCC1=NC(=CC(=C1)NC(OC(C)(C)C)=O)C(F)(F)F